C(C=C)(=O)OCC(COCC(COCC1CO1)O)O 3-(glycidoxy-2-hydroxypropoxy)-2-hydroxypropyl acrylate